4-(1-(5-((1H-pyrrol-1-yl)methyl)pyrimidin-2-yl)piperidin-4-yl)-7-chloro-1-methyl-1,4-dihydropyrido[2,3-b]pyrazine-2,3-dione N1(C=CC=C1)CC=1C=NC(=NC1)N1CCC(CC1)N1C2=C(N(C(C1=O)=O)C)C=C(C=N2)Cl